NC1=C(C=NC(=C1F)Cl)C(=O)O 4-amino-6-chloro-5-fluoropyridine-3-carboxylic acid